2-(2,3-dichloro-6-methoxyphenyl)-2-hydroxy-7-azaspiro[3.5]nonane-7-carboxylate ClC1=C(C(=CC=C1Cl)OC)C1(CC2(C1)CCN(CC2)C(=O)[O-])O